methyl (3S)-3-[(2S)-2-({N-[(4-methoxy-1H-indol-2-yl) carbonyl]-L-leucinyl} amino)-2-(2-oxo-1,3-dioxol-4-yl) ethyl]-2-oxopyrrolidine-1-carboxylate COC1=C2C=C(NC2=CC=C1)C(=O)N[C@@H](CC(C)C)C(=O)N[C@@H](C[C@H]1C(N(CC1)C(=O)OC)=O)C=1OC(OC1)=O